1-fluoro-pyridinium tetra-fluoroborate F[B-](F)(F)F.F[N+]1=CC=CC=C1